3-chloro-4-((1S,2S)-2-(1-(difluoromethyl)-1H-pyrazol-4-yl)cyclopropyl)-3'-fluoro-2'-(2-fluoro-3-((R)-S-methylsulfonimidoyl)phenyl)-5',6-dimethyl-2H-[1,4'-bipyridin]-2-one ClC=1C(N(C(=CC1[C@@H]1[C@H](C1)C=1C=NN(C1)C(F)F)C)C1=C(C(=NC=C1C)C1=C(C(=CC=C1)[S@@](=O)(=N)C)F)F)=O